1,3-dimethyl-4H-indeno[1,2-b]thieno[3,4-e]oxepin-10(11H)-one CC=1SC(=C2C1CC1=C(OC2)C=2C=CC=CC2C1=O)C